N-(2-bromo-4-methoxyphenyl)-1H-benzo[d]imidazol-2-amine BrC1=C(C=CC(=C1)OC)NC1=NC2=C(N1)C=CC=C2